(R)-2-((3-fluoro-4-((5-((1-hydroxypropan-2-yl)oxy)-6-methoxyquinazolin-4-yl)amino)phenyl)carbamoyl)-6-(4-fluorophenyl)pyridine 1-oxide FC=1C=C(C=CC1NC1=NC=NC2=CC=C(C(=C12)O[C@@H](CO)C)OC)NC(=O)C1=[N+](C(=CC=C1)C1=CC=C(C=C1)F)[O-]